N-(3-Chloro-4-fluorophenyl)-7'-methyl-1-(2-oxo-2-((2,2,2-trifluoroethyl)amino)acetyl)-2'H,4'H,7'H-spiro[piperidin-4,3'-pyrrolo[3,4-b][1,4,5]oxathiazepin]-6'-carboxamid 1',1'-dioxid ClC=1C=C(C=CC1F)NC(=O)C=1N(C=C2C1OCC1(NS2(=O)=O)CCN(CC1)C(C(NCC(F)(F)F)=O)=O)C